C1(CCCCCC1)OC1=CC=C2CCN(CC2=C1)C(C=C)=O 1-(7-(cycloheptyloxy)-3,4-dihydroisoquinolin-2(1H)-yl)prop-2-en-1-one